ethyl (2S)-2-amino-3-[4-(2-prop-2-ynoxyethoxy)phenyl]propanoate N[C@H](C(=O)OCC)CC1=CC=C(C=C1)OCCOCC#C